P(=O)(OCC)(OCC)OCC(=C=O)NC1=CC=C(C=C1)I diethyl (2-((4-iodophenyl) amino)-2-carbonylethyl) phosphate